C1(CC1)C=1N=CC=2C3=C(C=C(C2C1)S(=O)(=O)NCC(C)(C)F)[C@@H](CC3)N3C(=NN=C3)NC=3N(N=C(C3)C)C |o1:22| (7R*)-3-cyclopropyl-7-[3-[(2,5-dimethyl-pyrazol-3-yl)amino]-1,2,4-triazol-4-yl]-N-(2-fluoro-2-methylpropyl)-8,9-dihydro-7H-cyclopenta[h]isoquinoline-5-sulfonamide